NC1=CC(=C2NC(CCCCC[C@](C3=NN=C(C1=N2)O3)(O)C(F)(F)F)C3=NC=CC=C3)C(F)(F)F (6R)-17-amino-12-(2-pyridinyl)-6,15-bis(trifluoromethyl)-19-oxa-3,4,13,18-tetraazatricyclo[12.3.1.12,5]nonadeca-1(18),2,4,14,16-penta-en-6-ol